Butoxycarbonyl-4-(Trifluoromethoxy)Phenyl-Sulfonamide methyl-8-fluoro-2-(6-methyl-6-azaspiro[3.5]nonan-2-yl)-3,4-dihydro-1H-isoquinoline-6-carboxylate COC(=O)C=1C=C2CCN(CC2=C(C1)F)C1CC2(C1)CN(CCC2)C.C(CCC)OC(=O)NS(=O)(=O)C2=CC=C(C=C2)OC(F)(F)F